4-(isoquinolin-7-yl)-1H-1,2,3-triazole-5-carboxylic acid C1=NC=CC2=CC=C(C=C12)C=1N=NNC1C(=O)O